FC1=C(CC2=NC3=C(N2C[C@@H]2OCC2)C=C(C=C3)C(=O)O)C=C(C(=C1)C1=NC(=CC=C1)OCC=1SC(=CN1)C1=CC=C(C=C1)C(F)(F)F)F (R)-2-(2,5-difluoro-4-(6-((5-(4-(trifluoromethyl)phenyl)thiazol-2-yl)methoxy)pyridin-2-yl)benzyl)-1-(oxetan-2-ylmethyl)-1H-benzo[d]imidazole-6-carboxylic acid